1-[4-(dimethylamino)hexahydropyridin-1-yl]prop-2-en-1-one CN(C1CCN(CC1)C(C=C)=O)C